CC=1C=C(C=CC1C)C1=NC2=CC=CC=C2C(N1)=O 2-(3,4-dimethylphenyl)quinazolin-4(3H)-one